tert-butyl 3-({1-[(3-hydroxypropoxy)methyl]cyclopropyl}(methyl)carbamoyl)-4H,5H,6H,7H-pyrazolo[1,5-a]pyrazine-5-carboxylate OCCCOCC1(CC1)N(C(=O)C=1C=NN2C1CN(CC2)C(=O)OC(C)(C)C)C